S1C=NC2=C1C=CC(=C2)[C@@H]2N(C[C@H](CC2)C)C(C(=O)NC=2C1=C(C=NC2)C=NN1C1OCCCC1)=O 2-((2R,5S)-2-(benzo[d]thiazol-5-yl)-5-methylpiperidin-1-yl)-2-oxo-N-(1-(tetrahydro-2H-pyran-2-yl)-1H-pyrazolo[4,3-c]pyridin-7-yl)acetamide